CC1(OCC(O1)CO)C (2,2-DIMETHYL-1,3-DIOXOLAN-4-YL)METHANOL